(4-(4-fluoro-2-(trifluoromethyl)phenyl)piperidin-1-yl)(5-(methylsulfonyl)-4,5,6,7-tetrahydro-1H-pyrazolo[4,3-c]pyridine-3-yl)methanone FC1=CC(=C(C=C1)C1CCN(CC1)C(=O)C1=NNC2=C1CN(CC2)S(=O)(=O)C)C(F)(F)F